ClCC=1C=CC=2N(C1)C=C(N2)CN2C(C1=CN=CC(=C1C=C2)C2=CC=CC=C2)=O 2-{[6-(chloromethyl)imidazo[1,2-a]pyridin-2-yl]methyl}-5-phenyl-1,2-dihydro-2,7-naphthyridin-1-one